3-chloro-5-(2-fluorophenyl)-1H-pyrazolo[4,3-c]pyridazin-6(5H)-one ClC1=NNC=2C1=NN(C(C2)=O)C2=C(C=CC=C2)F